CC=1C(=NC=CC1)C1=NN=C(S1)N 5-(3-methylpyridin-2-yl)-1,3,4-thiadiazol-2-amine